dihydro-1H-1,3-benzodiazol N1CNC2=C1C=CC=C2